N1=C(C=CC2=CN=CC=C12)NC1=NC=C(C(=O)NC2CCC(CC2)C(NCCCCCOCCOCCOCCCCCNC(OC(C)(C)C)=O)=O)C(=C1)NC1CC1 tert-butyl (1-((1r,4r)-4-(6-((1,6-naphthyridin-2-yl)amino)-4-(cyclopropylamino)nicotinamido)cyclohexyl)-1-oxo-8,11,14-trioxa-2-azanonadecan-19-yl)carbamate